O=C1N(CC2=CC(=CC=C12)C(=O)N1CC2=CC=CC(=C2C1)C(F)(F)F)C1CNCCC1 3-(1-oxo-5-(4-(trifluoromethyl)isoindoline-2-carbonyl)isoindolin-2-yl)piperidine